Cl.ClC1=C(C=CC=C1I)C1CCNCC1 4-(2-Chloro-3-iodophenyl)piperidine hydrochloride